FC(C1=C(C=CC=C1)C1=CC2=C(N=C(S2)NC(=O)C2C(C2)F)C=C1)F N-(6-(2-(difluoromethyl)phenyl)benzo[d]thiazol-2-yl)-2-fluorocyclopropane-1-carboxamide